magnesium mono-peroxy-phthalate C(C=1C(C(=O)[O-])=CC=CC1)(=O)O[O-].[Mg+2]